C1(CC1)CC[C@H]1N(CC(=C1)C1=C(C(=C(C=C1)O)N1S(NC(C1)=O)(=O)=O)F)C(=O)O[C@@H](C)OC(C(C)C)=O (S)-1-(isobutyryloxy)ethyl (R)-2-(2-cyclopropylethyl)-4-(3-(1,1-dioxido-4-oxo-1,2,5-thiadiazolidin-2-yl)-2-fluoro-4-hydroxyphenyl)-2,5-dihydro-1H-pyrrole-1-carboxylate